NCCCCCCC(=O)NOCC1=CC=CC=C1 7-Amino-N-(benzyloxy)heptanamide